N-(3-chloro-2-methylphenyl)-2-{[3-(dimethylamino)-2,2-dimethylpropyl]amino}-6-({[2-(trifluoromethyl)phenyl]carbonyl}amino)-1H-benzimidazole-4-carboxamide ClC=1C(=C(C=CC1)NC(=O)C1=CC(=CC=2NC(=NC21)NCC(CN(C)C)(C)C)NC(=O)C2=C(C=CC=C2)C(F)(F)F)C